((5-(1-ethoxyethenyl)-3-fluoropyridin-2-yl)methoxy)(methylsulfanyl)methanethione C(C)OC(=C)C=1C=C(C(=NC1)COC(=S)SC)F